FC=1C(=C(C=CC1F)NC1=C(C(=O)NC=2C(=NC(=CC2)OC)C)C=C(C=C1)C(F)(F)F)C 2-((3,4-difluoro-2-methylphenyl)amino)-N-(6-methoxy-2-methylpyridin-3-yl)-5-(trifluoromethyl)benzamide